6-methyl-1-oxacyclohexadec-6-en-3-one CC=1CCC(COCCCCCCCCCC1)=O